4-[[3-[4-(difluoromethoxy)-2,3-difluorophenyl]imidazo[1,2-a]pyrazin-8-yl]amino]-2-ethyl-N-[2-(5-methyl-4H-1,2,4-triazol-3-yl)ethyl]benzamide FC(OC1=C(C(=C(C=C1)C1=CN=C2N1C=CN=C2NC2=CC(=C(C(=O)NCCC1=NN=C(N1)C)C=C2)CC)F)F)F